isobutyric acid 3-(2-(diethylamino) ethyl)-1H-indol-5-yl ester C(C)N(CCC1=CNC2=CC=C(C=C12)OC(C(C)C)=O)CC